(+/-)-2-phenylpropionic acid CC(C1=CC=CC=C1)C(=O)O